COC(C(CCN(C([2H])([2H])[2H])C(=O)OC(C)(C)C)=O)=O 4-((tert-butoxycarbonyl)(methyl-d3)amino)-2-oxobutanoic acid methyl ester